trans-4-((3-(1-Iso-propyl-1H-pyrazol-4-yl)phenyl)((trans-4-(5-methoxy-6-methylpyridin-2-yl)cyclohexyl)-methyl)carbamoyl)-cyclohexyl (2-hydroxyethyl)-carbamate OCCNC(O[C@@H]1CC[C@H](CC1)C(N(C[C@@H]1CC[C@H](CC1)C1=NC(=C(C=C1)OC)C)C1=CC(=CC=C1)C=1C=NN(C1)C(C)C)=O)=O